C(C1=CC=CC=C1)OC1=C(C(=C(OCSC2=NOC(C2)(C)C)C(=C1F)F)F)F 3-(((4-(benzyloxy)-2,3,5,6-tetrafluorophenoxy)methyl)thio)-5,5-dimethyl-4,5-dihydroisoxazole